O=C1NC(CCC1N1C(N(C2=C1C=CC(=C2)CC(C=O)(C)C)C)=O)=O 3-[1-(2,6-dioxopiperidin-3-yl)-3-methyl-2-oxo-2,3-dihydro-1H-benzimidazol-5-yl]-2,2-dimethylpropanal